6-((1,4-dioxo-3-propyl-1,4-dihydronaphthalen-2-yl)methyl)-3-fluoropicolinonitrile O=C1C(=C(C(C2=CC=CC=C12)=O)CCC)CC1=CC=C(C(=N1)C#N)F